N-(2-((1S,3R)-3-((5-Cyanopyrimidin-2-yl)amino)cyclopentyl)-1-methyl-1H-benzo[d]imidazol-5-yl)acrylamide C(#N)C=1C=NC(=NC1)N[C@H]1C[C@H](CC1)C1=NC2=C(N1C)C=CC(=C2)NC(C=C)=O